5-bromo-2-methoxy-quinazoline BrC1=C2C=NC(=NC2=CC=C1)OC